FC=1C=C(CC=2C=C3C(=NNC3=CC2)C2=NC3=C(N2)CN(C3)C3CCN(CC3)C)C=C(C1)F 5-(3,5-Difluorobenzyl)-3-(5-(1-methyl-piperidin-4-yl)-1,4,5,6-tetrahydropyrrolo[3,4-d]imidazol-2-yl)-1H-indazole